CC=1C(=C(CO)C=CC1)N 3-methyl-o-aminobenzyl alcohol